γ-methyl-α-methylene-γ-butyrolactone CC1CC(C(=O)O1)=C